COC1=CC=C2NC(=C(C[C@H](N)C(=O)O)C2=C1)C 5-methoxy-2-methyl-tryptophan